2-chloro-7-(10-(9-chlorodibenzofuran-4-yl)anthracen-9-yl)dibenzofuran ClC1=CC2=C(OC3=C2C=CC(=C3)C=3C2=CC=CC=C2C(=C2C=CC=CC32)C3=CC=CC2=C3OC3=C2C(=CC=C3)Cl)C=C1